CC12C(CCCC1)O2 1-methyl-1,2-epoxycyclohexane